4-(tert-butyl)-3-methylaniline C(C)(C)(C)C1=C(C=C(N)C=C1)C